(E)-4-methyldecen CC(CC=C)CCCCCC